6-bromo-8-chloro-7-methoxychroman-4-one BrC=1C=C2C(CCOC2=C(C1OC)Cl)=O